4-(2-Fluorophenyl)piperidine-1-carbonyl-7-oxa-5-azaspiro[3.4]octan-6-one FC1=C(C=CC=C1)C1CCN(CC1)C(=O)C1CCC12NC(OC2)=O